[Na+].ICCCCS(=O)(=O)[O-] 4-Iodobutane-1-sulfonic acid sodium salt